OC1=C(OC=2C(=C(C(=CC2)O)C=2C(=CC=CC2)O)OC2=C(C=CC=C2)O)C=CC=C1 bis(hydroxyphenoxy)Biphenol